IC=1N=CN(C1)C(C)C1=CC=C(N=N1)N1C[C@@H](CCC1)NC(OC(C)(C)C)=O tert-butyl ((3R)-1-(6-(1-(4-iodo-1H-imidazol-1-yl)ethyl)pyridazin-3-yl)piperidin-3-yl)carbamate